C(C=C)(=O)N[C@H]1CN(CCC1)CC1=CC(=NC=C1)C(=O)NC1=CC=C(C=C1)C1=CC2=C(N=CN=C2N2CCC2)N1 (R)-4-((3-acrylamidopiperidin-1-yl)methyl)-N-(4-(4-(azetidin-1-yl)-7H-pyrrolo[2,3-d]pyrimidin-6-yl)phenyl)picolinamide